C[C@H]1COCCN1C1=CC=C2C(=N1)NC=C2C2=NC(=NC=C2C(F)(F)F)N[C@@H]2CNC[C@H](C2)C (6-((S)-3-methylmorpholino)-1H-pyrrolo[2,3-b]pyridin-3-yl)-N-((3S,5S)-5-methylpiperidin-3-yl)-5-(trifluoromethyl)pyrimidin-2-amine